N-((cyclopropylmethyl)sulfonyl)-6-(methoxy-d3)-5-nitromethylpicolinamide C1(CC1)CS(=O)(=O)NC(C1=NC(=C(C=C1)C[N+](=O)[O-])OC([2H])([2H])[2H])=O